FC(CCC(=O)N[C@@H](C(=O)NC1=CC(=C(C=C1)[Si](C)(C)C)F)C1=CC=C(C=C1)COC)(F)F 4,4,4-trifluoro-N-((1R)-2-((3-fluoro-4-(trimethylsilyl)phenyl)amino)-1-(4-(methoxymethyl)phenyl)-2-oxoethyl)butanamide